BrC=1C=C(C=CC1)O m-Bromophenol